C(C1=CC=CC=C1)C=1C=C(C=CC1)N=[N+]=[N-] 3-benzyl-phenyl azide